C1(=CC=C(C=C1)NC(=O)[C@@H]1CC[C@H]2N1C([C@H](CCCC2)NC(/C=C/C=2C=C(C=CC2)C(F)(F)P(O)(O)=O)=O)=O)C2=CC=CC=C2 ((3-((E)-3-(((3S,6S,10aS)-3-([1,1'-biphenyl]-4-ylcarbamoyl)-5-oxodecahydropyrrolo[1,2-a]azocin-6-yl)amino)-3-oxoprop-1-en-1-yl)phenyl)difluoromethyl)phosphonic acid